3-ISOXAZOLECARBOXALDEHYDE O1N=C(C=C1)C=O